C(C)(C)NCC(COC1=C(C=C(C=C1)\C=C/C)OC)O (Z)-1-(isopropylamino)-3-(2-methoxy-4-(prop-1-en-1-yl)phenoxy)propan-2-ol